C(C)(C)C1=C(N=NC=C1)O[C@@H]1C[C@@H](CC1)C1=CC(=NN1)NC(CC1=CC(=NO1)C)=O N-(5-((1r,3s)-3-((4-isopropylpyridazin-3-yl)oxy)cyclopentyl)-1H-pyrazol-3-yl)-2-(3-methylisoxazol-5-yl)acetamide